[1,3]Oxazine-3-sulfonamide O1CN(CC=C1)S(=O)(=O)N